2-(2-(1-chloroethoxy)-2-oxoethyl)phenyl cyclohexanecarboxylate C1(CCCCC1)C(=O)OC1=C(C=CC=C1)CC(=O)OC(C)Cl